O=C1NC(C=2N=C(NC2N1)CN1CCN(CC1)C=1C=CC(=NC1)C(=O)NC)=O 5-(4-((2,6-dioxo-2,3,6,9-tetrahydro-1H-purin-8-yl)methyl)piperazin-1-yl)-N-methylpicolinamide